C1(CCCCC1)C1CN(CC(C1)C(=O)OC)C=1C=C(OC(C(=O)N2CCNCC2)(C)C)C=CC1 4-(2-{3-[3-cyclohexyl-5-(methoxycarbonyl)piperidin-1-yl]phenoxy}-2-methylpropanoyl)piperazine